FC1=C(C=CC=C1F)[C@@H]1N(OCC1)C1=CC(=NC=N1)NC1=C(C=C2CN(C(C2=C1)=O)C)OC (R)-6-((6-(3-(2,3-difluorophenyl)isoxazolidin-2-yl)pyrimidin-4-yl)amino)-5-methoxy-2-methyl-isoindoline-1-one